FC1=C(C=CC(=C1O)F)C1=NN=C(S1)CN1C2(CC2)C(N(C1=O)CC(F)(F)F)=O 4-[[5-(2,4-difluoro-3-hydroxy-phenyl)-1,3,4-thiadiazol-2-yl]methyl]-6-(2,2,2-trifluoroethyl)-4,6-diazaspiro[2.4]heptane-5,7-dione